N-ethyl-α-propyl-3,4-methylenedioxy-phenethylamine C(C)NC(CC1=CC2=C(C=C1)OCO2)CCC